CC=1C(=C2COCC2=CC1)C1CCC=2C(=NC=NC2C1)N1CCNCC1 7-(5-methyl-1,3-dihydroisobenzofuran-4-yl)-4-piperazin-1-yl-5,6,7,8-tetrahydroquinazoline